FC1=C(C=CC=C1CC1N(CC2(CC2)C1NS(=O)(=O)C)C(=O)[C@@H]1NC(OC1)=O)C1=CC=CC=C1 N-(6-((2-fluoro-[1,1'-biphenyl]-3-yl)methyl)-5-((R)-2-oxooxazolidine-4-carbonyl)-5-azaspiro[2.4]heptan-7-yl)methanesulfonamide